ClC=1C=C(C=C(C1)OC(F)F)B(O)O 3-chloro-5-(difluoromethoxy)phenylboronic acid